ClC=1C=C(C=CC1F)C(C=1N(C=CN1)C1CC(CC1)O)C1=CC(=C(C=C1)F)Cl 2-(bis(3-chloro-4-fluorophenyl)methyl)-N-(3-hydroxycyclopentyl)-1H-imidazole